6-(2-(Methoxymethyl)imidazo[1,2-a]pyridin-7-yl)-5-(2-neopentyloxazol-5-yl)picolinonitril COCC=1N=C2N(C=CC(=C2)C2=C(C=CC(=N2)C#N)C2=CN=C(O2)CC(C)(C)C)C1